CS(=O)(=O)C=1C=C(C=CC1)C(C=1C=NC=CC1)C1CCNCC1 3-[(3-methylsulfonylphenyl)-(4-piperidinyl)methyl]pyridine